NC1CCN(CC1)C1=C(N=NC2=CC=C(C=C12)C=1C(=C(C#N)C=C(C1)F)O)C1=CC(=CC(=C1)C)Cl 3-[4-(4-Aminopiperidin-1-yl)-3-(3-chloro-5-methylphenyl)cinnolin-6-yl]-5-fluoro-2-hydroxybenzonitril